P(=O)(O)(O)N[C@@H](C)C(=O)O phosphoalanine